4-(4-Cyano-3-hydroxy-6-phenylsulfanyl-pyridin-2-yl)-4-oxo-butyric acid C(#N)C1=C(C(=NC(=C1)SC1=CC=CC=C1)C(CCC(=O)O)=O)O